S1CC(C=C1)NC(OCC1=CC=CC=C1)=O Benzyl (2,3-dihydrothiophen-3-yl)carbamate